1-(tert-butyl)-N-(4-(6-(1-(2,2-difluoroethyl)-1H-pyrazol-4-yl)pyrrolo[2,1-f][1,2,4]triazin-4-yl)-2-methylbenzyl)-1H-pyrazole-4-carboxamide C(C)(C)(C)N1N=CC(=C1)C(=O)NCC1=C(C=C(C=C1)C1=NC=NN2C1=CC(=C2)C=2C=NN(C2)CC(F)F)C